18-Benzyl-12-(2,6-dimethylphenyl)-21-(2-methylpropyl)-15-oxa-8λ6-thia-1,9,11,18,22-pentaazatetracyclo[14.4.1.13,7.110,14]tricosa-3(23),4,6,10(22),11,13-hexaene-2,8,8-trione C(C1=CC=CC=C1)N1CC2OC3=CC(=NC(NS(C4=CC=CC(C(N(CC1)C2CC(C)C)=O)=C4)(=O)=O)=N3)C3=C(C=CC=C3C)C